tert-butyl 6-benzyl-5-azaspiro[2.4]heptane-5-carboxylate C(C1=CC=CC=C1)C1N(CC2(CC2)C1)C(=O)OC(C)(C)C